C(C)C(CCCC(=O)OCCC(C)OC)(C)OC 3-methoxybutyl (3-ethyl-3-methoxybutyl acetate)